4-((5-(3-aminophenyl)-1H-pyrazol-3-yl)amino)-3-methylphenol NC=1C=C(C=CC1)C1=CC(=NN1)NC1=C(C=C(C=C1)O)C